2-fluoro-N-(6-(3-fluoro-2-(hydroxymethyl)-6-methylphenyl)imidazo[1,2-a]pyridin-2-yl)cyclopropane-1-carboxamide FC1C(C1)C(=O)NC=1N=C2N(C=C(C=C2)C2=C(C(=CC=C2C)F)CO)C1